NC1=C(C=C(C=N1)NC(C(=O)N1[C@H](CC[C@@H](C1)C)C1=CC=NN1C)=O)C |r| rac-N-(6-amino-5-methylpyridin-3-yl)-2-((2R,5S)-5-methyl-2-(1-methyl-1H-pyrazol-5-yl)piperidin-1-yl)-2-oxoacetamide